ClC1=CC=C(C=C1)[Li] (4-chlorophenyl)lithium